3-methyl-2,5-divinylthiophene CC1=C(SC(=C1)C=C)C=C